F[B-](F)(F)F.C(C)OC1=CC=2[O+]=C3C=C(C=CC3=CC2C(C1)(C)C)N(CC)CC 6-Ethoxy-N,N-diethyl-8,8-dimethyl-7H-xanthen-10-ium-3-amin Tetrafluoroborat